3,3-dimethyl-N-(1-(4-(trifluoromethyl)benzyl)-1H-indol-5-yl)butanamide CC(CC(=O)NC=1C=C2C=CN(C2=CC1)CC1=CC=C(C=C1)C(F)(F)F)(C)C